3-[7-(6-hydroxyhexyl)-2-oxo-1,3-benzoxazol-3-yl]piperidine-2,6-dione OCCCCCCC1=CC=CC=2N(C(OC21)=O)C2C(NC(CC2)=O)=O